3-butoxy-4,6-difluoro-dibenzothiophene C(CCC)OC=1C=CC2=C(SC3=C2C=CC=C3F)C1F